OC(=O)C(F)(F)F.COC=1C(NC=CC1)(CC(=O)O)C1CCNCC1.CC1=NN=C(O1)C(C)=O 1-(5-Methyl-1,3,4-oxadiazol-2-yl)ethan-1-one 3-methoxy-2-(piperidin-4-yl)pyridineacetate TFA salt